(trifluoromethyl)propan FC(F)(F)CCC